(S)-3-(3-chloro-4-fluorophenyl)-1-isobutyl-1-(1-(3-methyl-4-oxo-3,4-dihydrophthalazin-1-yl)ethyl)urea ClC=1C=C(C=CC1F)NC(N([C@@H](C)C1=NN(C(C2=CC=CC=C12)=O)C)CC(C)C)=O